N-(2,5-Difluoro-4-((7-iodo-6-methylquinolin-4-yl)oxy)phenyl)-N-(4-fluorophenyl)cyclopropane-1,1-dicarboxamide FC1=C(C=C(C(=C1)OC1=CC=NC2=CC(=C(C=C12)C)I)F)N(C(=O)C1(CC1)C(=O)N)C1=CC=C(C=C1)F